4-[5-(piperidin-1-ylmethyl)pyrimidin-2-yl]piperazine-1-carboxylic acid tert-butyl ester C(C)(C)(C)OC(=O)N1CCN(CC1)C1=NC=C(C=N1)CN1CCCCC1